ClC=1C=CC(=C(C1)C1=CC(=C(N=N1)OCCN(C)C)N)F 6-(5-chloro-2-fluorophenyl)-3-[2-(dimethylamino)ethoxy]pyridazin-4-amine